2,5-dichloro-4-(4'-fluoro-[1,1'-biphenyl]-3-yl)pyrimidine ClC1=NC=C(C(=N1)C=1C=C(C=CC1)C1=CC=C(C=C1)F)Cl